1-[5-fluoro-6-(3-hydroxy-4-oxo-cyclohexyl)-1-methyl-indazol-3-yl]hexahydropyrimidine-2,4-dione FC=1C=C2C(=NN(C2=CC1C1CC(C(CC1)=O)O)C)N1C(NC(CC1)=O)=O